boc-homophenylalanine C(=O)(OC(C)(C)C)N[C@@H](CCC1=CC=CC=C1)C(=O)O